C(C)(C)(C)OC(=O)N[C@H](COCCC(=O)OC(C)(C)C)CC1=CC=CC=C1 tert-butyl (S)-3-(2-((tert-butoxycarbonyl)amino)-3-phenylpropoxy)propanoate